7-(3,5-bis((E)-3,4-difluorobenzylidene)-4-oxocyclohexyl)-N,N-diethyl-2-methyl-2H-indazole-4-carboxamide FC=1C=C(\C=C\2/CC(C\C(\C2=O)=C/C2=CC(=C(C=C2)F)F)C2=CC=C(C3=CN(N=C23)C)C(=O)N(CC)CC)C=CC1F